BrCC1=C2C(N(C(C2=CC=C1)=O)C1C(NC(CC1)=O)=O)=O 4-(bromomethyl)-2-(2,6-dioxo-3-piperidinyl)isoindoline-1,3-dione